2-bromobenzyl-acetonitrile BrC1=C(CCC#N)C=CC=C1